6-(4-chlorophenyl)-2-(3-fluorophenyl)-N-[(1R,3S,4R)-4-hydroxy-1-oxidotetrahydrothiophen-3-yl]-3-oxo-2,3-dihydropyridazine-4-carboxamide ClC1=CC=C(C=C1)C=1C=C(C(N(N1)C1=CC(=CC=C1)F)=O)C(=O)N[C@@H]1C[S@](C[C@@H]1O)=O